SC1=CC(=CC(=C1)S)S 1,3,5-trismercaptobenzene